2-Methyl-2-[3-(triazol-1-ylmethyl)cyclobutyl]propanoic acid CC(C(=O)O)(C)C1CC(C1)CN1N=NC=C1